1,2,3,3,3-pentafluoropropyl-2,2,2-trifluoroethyl ether FC(C(C(F)(F)F)F)C(C(F)(F)F)OC(C(F)(F)F)C(C(C(F)(F)F)F)F